(chloromethyl)-2-(methylthio)pyrimidin-4-ol ClCC=1C(=NC(=NC1)SC)O